(3,5-bis((2-decyltetradecyl)oxy)phenyl)methanol tert-butyl-(4S)-4-[3-(4-bromo-2-pyridyl)-3-[(6-sulfamoyl-2-pyridyl)amino]propyl]-2,2-dimethyl-pyrrolidine-1-carboxylate C(C)(C)(C)C1C(N(C[C@H]1CCC(NC1=NC(=CC=C1)S(N)(=O)=O)C1=NC=CC(=C1)Br)C(=O)OCC1=CC(=CC(=C1)OCC(CCCCCCCCCCCC)CCCCCCCCCC)OCC(CCCCCCCCCCCC)CCCCCCCCCC)(C)C